(Z)-2-(2-Cyclopropylvinyl)-4,4,5,5-tetramethyl-1,3,2-dioxaborolane C1(CC1)\C=C/B1OC(C(O1)(C)C)(C)C